Methyl 4-chloro-3'-(((2-(cyclopent-2-en-1-yl)-1-oxoisoindolin-5-yl)oxy)methyl)-[1,1'-biphenyl]-3-carboxylate ClC1=C(C=C(C=C1)C1=CC(=CC=C1)COC=1C=C2CN(C(C2=CC1)=O)C1C=CCC1)C(=O)OC